ClC1N(C=CC2=C1CC1CCC2N1)C1=CC(=C(C=C1)Cl)Cl 1-chloro-N-(3,4-dichlorophenyl)-6,7,8,9-tetrahydro-5H-5,8-epiminocyclohepta[c]pyridine